O1CC(C1)N1CCN(CC1)C1=CC=CC=2N(C=NC21)C(=O)NCCCC2=CC=CC=C2 4-(4-(Oxetan-3-yl)piperazin-1-yl)-N-(3-phenylpropyl)-1H-benzo[d]imidazole-1-carboxamide